N-methylcyclopropanamine CNC1CC1